COC=1C=C(CNC(=O)C2=NN3C(C(NC(=C3)C=3C=CC4=C(N(CCO4)C)C3)=O)=C2)C=CC1OC N-(3,4-Dimethoxybenzyl)-6-(4-methyl-3,4-dihydro-2H-1,4-benzoxazin-6-yl)-4-oxo-4,5-dihydropyrazolo[1,5-a]pyrazine-2-carboxamide